(4,4-difluorocyclohexyl)methyl ((S)-1-(((S)-1-hydroxy-3-((S)-2-oxopyrrolidin-3-yl)propan-2-yl)amino)-4-methyl-1-oxopentan-2-yl)carbamate OC[C@H](C[C@H]1C(NCC1)=O)NC([C@H](CC(C)C)NC(OCC1CCC(CC1)(F)F)=O)=O